(5-(((tert-butoxycarbonyl)amino)methyl)thiophen-2-yl)boric acid C(C)(C)(C)OC(=O)NCC1=CC=C(S1)OB(O)O